C(#N)CC1(CN(C1)C1CCN(CC1)C(=O)NC1=NC2=C(N1C)C=CC=C2)N2N=CC(=C2)C=2C1=C(N=CN2)NC=C1 4-{3-(cyanomethyl)-3-[4-(7H-pyrrolo[2,3-d]pyrimidin-4-yl)-1H-pyrazol-1-yl]azetidin-1-yl}-N-(1-methyl-1H-benzimidazol-2-yl)piperidine-1-carboxamide